C1(=CC=CC=C1)S(=O)(=O)SC1CCS(C1)(=O)=O 4-phenylsulfonylthiotetrahydrothiophene-1,1-dioxide